di-chloroAniline ClN(C1=CC=CC=C1)Cl